CC1=C(CN2CC(CC2=O)C(=O)N)C=C(C(=C1)NC1=CC=C(C=C1)N1CCC(CC1)C(F)(F)F)C (2,5-dimethyl-4-((4-(4-(trifluoromethyl)piperidin-1-yl)phenyl)amino)benzyl)-5-oxopyrrolidine-3-carboxamide